bis(perfluoronaphthalen-2-yl)magnesium FC1=C(C(=C(C2=C(C(=C(C(=C12)F)F)F)F)F)F)[Mg]C1=C(C2=C(C(=C(C(=C2C(=C1F)F)F)F)F)F)F